C(CCCCCCC\C=C/CCCCCCCC)N Oleylamine